allyl-N'-(2-oxocyclohexyl)oxamide C(C=C)NC(=O)C(=O)NC1C(CCCC1)=O